17-fluoro-9-methoxy-5-(4-methylpiperazin-1-yl)-7,11-dioxa-20,23,24-triazapentacyclo[17.5.2.12,6.013,18.022,25]heptacosa-1(24),2,4,6(27),13(18),14,16,19,21,25-decaene FC1=CC=CC=2COCC(COC=3C(=CC=C(C4=NNC5=CN=C(C12)C=C45)C3)N3CCN(CC3)C)OC